NC1=C(C=C(C=C1C)C)C(C1=CC=C(C=C1)O)C1=CC=CC=C1 4-((2-amino-3,5-dimethylphenyl)(phenyl)methyl)phenol